C(CCC)C1CCN(CC1)C1=C(N=NC(=C1)C=1C(=NC(=NC1)OC)OC)C 4-(4-butylpiperidin-1-yl)-6-(2,4-dimethoxypyrimidin-5-yl)-3-methylpyridazine